CC1=C2C(N(C(C2=CC=C1)=O)Cl)=O methyl-1,3-dioxo-2H-isoindole-2-yl chloride